N1CC(C1)C1=NC(=NO1)C=1C2=C(N=C(N1)N1[C@H](CC1)C)C(CC2)(F)F (S)-5-(azetidin-3-yl)-3-(7,7-difluoro-2-(2-methylazetidin-1-yl)-6,7-dihydro-5H-cyclopenta[d]pyrimidin-4-yl)-1,2,4-oxadiazole